methyl 2-[[4-[[2-amino-4-(pentylamino) pyrrolo[3,2-d]pyrimidin-5-yl] methyl]-3-methoxy-phenyl] methyl]-5-oxa-2,8-diazaspiro[3.5]nonane-8-carboxylate NC=1N=C(C2=C(N1)C=CN2CC2=C(C=C(C=C2)CN2CC1(C2)OCCN(C1)C(=O)OC)OC)NCCCCC